5-(2-chloropyrimidin-4-yloxy)-2-ethyl-4-phenylthiazole ClC1=NC=CC(=N1)OC1=C(N=C(S1)CC)C1=CC=CC=C1